2-((1S,4aS,8aS)-2,5,5,8a-tetramethyl-1,4,4a,5,6,7,8,8a-octahydronaphthalen-1-yl)ethan-1-ol CC=1[C@@H]([C@]2(CCCC([C@@H]2CC1)(C)C)C)CCO